NC1=C(C=CC(=C1)N)COC1C(C2CC[C@H]3[C@@H]4CC[C@H]([C@@H](CCCC(C)C)C)[C@]4(CC[C@@H]3[C@]2(CC1)C)C)(C)C 3-(2,4-diaminophenylmethoxy)-4,4-dimethylcholestane